benzyl (Z)-4,4,4-trifluorobut-2-enoate FC(\C=C/C(=O)OCC1=CC=CC=C1)(F)F